N=1C=CN2C1C=CC(=C2)OC2=C(C=C(C=C2)NC2=NC=NC1=CC=C(C=C21)NC(C=CC2N(CCC2)C)=O)C N-(4-((4-(imidazo[1,2-a]pyridin-6-yloxy)-3-methylphenyl)amino)quinazolin-6-yl)-3-(1-methylpyrrolidin-2-yl)acrylamide